2-((S)-1-(4-fluorophenyl)-3,4-dihydroisoquinolin-2(1H)-yl)-5-(piperidin-3-yl)-4,5-dihydrooxazole FC1=CC=C(C=C1)[C@@H]1N(CCC2=CC=CC=C12)C=1OC(CN1)C1CNCCC1